butylpyridiniumsultone C(CCC)C1=[N+]2C(=CC=C1)OS2(=O)=O